ClC1=C(C=C(C=C1)N1CC2(C3=NC(=CC=C31)C(=O)N3C(C(NCC3)=O)(C)C)COCC2)F 4-(1'-(4-chloro-3-fluorophenyl)-1',2',4,5-tetrahydro-2H-spiro[furan-3,3'-pyrrolo[3,2-b]pyridine]-5'-carbonyl)-3,3-dimethylpiperazin-2-one